N-((1H-pyrrolo[3,2-c]pyridin-2-yl)methyl)-2-(5-((2-aminoethyl)amino)-6-oxo-2-phenylpyrimidin-1(6H)-yl)acetamide N1C(=CC=2C=NC=CC21)CNC(CN2C(=NC=C(C2=O)NCCN)C2=CC=CC=C2)=O